C(C)(C)(C)OC(=O)N1CCN(CC1)C1=NC=C(C=N1)C1(CC1)F 4-(5-(1-fluorocyclopropyl)pyrimidin-2-yl)piperazine-1-carboxylic acid tert-butyl ester